3-chloro-N-(1-{4-[(3-chlorobenzene-1-carbonyl)amino]phenyl}cyclobutyl)pyridine-2-carboxamide ClC=1C(=NC=CC1)C(=O)NC1(CCC1)C1=CC=C(C=C1)NC(=O)C1=CC(=CC=C1)Cl